ClC=1C=C(C=C(C1)NS(=O)(=O)C)NC(=O)C1=CN(C(=C1)C1=NC=CC=C1OCC=1SC=CN1)C N-(3-chloro-5-(methylsulfonamido)phenyl)-1-methyl-5-(3-(thiazol-2-ylmethoxy)pyridin-2-yl)-1H-pyrrole-3-carboxamide